C(C)(C)C1=CC=C(C=C1)C(C1=C(C=CC=C1)NC=1OC=CN1)C1(CC1)C(=O)N ((4-isopropylphenyl)(2-(oxazol-2-ylamino)phenyl)methyl)cyclopropanecarboxamide